(R)-3-cyano-N-((3-(1-cyclopropylethyl)bicyclo[4.2.0]octa-1,3,5-trien-2-yl)carbamoyl)-5-(prop-1-en-2-yl)thiophene-2-sulfonamide C(#N)C1=C(SC(=C1)C(=C)C)S(=O)(=O)NC(NC1=C2CCC2=CC=C1[C@H](C)C1CC1)=O